2-((4-Amino-3-(3-hydroxyphenyl)-1H-pyrazolo[3,4-d]pyrimidin-1-yl)methyl)-3-(2-chlorobenzyl)-5-(6-(4-methyl-1,4-diazepan-1-yl)-6-oxohex-1-ynyl)quinazolin-4(3H)-one NC1=C2C(=NC=N1)N(N=C2C2=CC(=CC=C2)O)CC2=NC1=CC=CC(=C1C(N2CC2=C(C=CC=C2)Cl)=O)C#CCCCC(=O)N2CCN(CCC2)C